ClC=1C=C(C=C2C=C(N=CC12)NC(=O)[C@H]1[C@@H](C1)C#N)C=1N(C(C=CC1CC)=O)C trans-N-[8-chloro-6-(3-ethyl-1-methyl-6-oxo-2-pyridinyl)-3-isoquinolinyl]-2-cyano-cyclopropanecarboxamide